lithium 3-trifluoromethylphenoxide FC(C=1C=C([O-])C=CC1)(F)F.[Li+]